tert-butyl 4-(2-bromopyridin-3-yl)-4-cyanopiperidine-1-carboxylate BrC1=NC=CC=C1C1(CCN(CC1)C(=O)OC(C)(C)C)C#N